1,1'-(cyclohexane-1,4-diylbis(methylene))bis(1H-pyrrole-2,5-dione) C1(CCC(CC1)CN1C(C=CC1=O)=O)CN1C(C=CC1=O)=O